C(C)N1CCN(CC1)C1=C(C=C(C=C1)NC(NC1=CC=C(C=C1)C1=NC2=CC=CN=C2C(=C1)C(=O)NC(C)C)=O)C(F)(F)F 2-(4-(3-(4-(4-Ethylpiperazin-1-yl)-3-(trifluoromethyl)phenyl)ureido)phenyl)-N-isopropyl-1,5-naphthyridine-4-carboxamide